((S)-7-((R)-2-phenylpiperazine-1-carbonyl)-7-azaspiro[4.5]Decan-10-yl)methyl-pyridin-2(1H)-one C1(=CC=CC=C1)[C@H]1N(CCNC1)C(=O)N1CC2(CCCC2)[C@H](CC1)CN1C(C=CC=C1)=O